2-[[6-bromo-3-(2,5-dichloropyrimidin-4-yl)-7-methylsulfanyl-indol-1-yl]methoxy]ethyl-trimethyl-silane BrC1=CC=C2C(=CN(C2=C1SC)COCC[Si](C)(C)C)C1=NC(=NC=C1Cl)Cl